trinitronitronitrosyl-ruthenium [N+](=O)([O-])[Ru](N=O)([N+](=O)[O-])([N+](=O)[O-])[N+](=O)[O-]